carbazolobenzene C1=CC=CC2=C1C=1NC3=CC=CC=C3C1C=C2